ClC=1C=CC=2N(C1)C=C(N2)C(=O)N(C)[C@H]2COCC=1NC(C=3C=C(C(=CC3C12)F)F)=O (R)-6-chloro-N-(8,9-difluoro-6-oxo-1,4,5,6-tetrahydro-2H-pyrano[3,4-c]isoquinolin-1-yl)-N-methylimidazo[1,2-a]pyridine-2-carboxamide